4-benzyl-5-ethoxy-2-(4-methoxyphenylethyl)oxazole ethyl-6-methyl-7-oxo-4-(4,4,5,5-tetramethyl-1,3,2-dioxaborolan-2-yl)-6,7-dihydro-1H-pyrrolo[2,3-c]pyridine-2-carboxylate C(C)OC(=O)C1=CC2=C(C(N(C=C2B2OC(C(O2)(C)C)(C)C)C)=O)N1.C(C1=CC=CC=C1)C=1N=C(OC1OCC)CCC1=CC=C(C=C1)OC